FC(C1=CC=CC(=N1)CNC(=O)[C@@H]1CC12CCN(CC2)C(=O)OC(C(F)(F)F)C(F)(F)F)(F)F |o1:12| 1,1,1,3,3,3-hexafluoropropan-2-yl (R or S)-1-(((6-(trifluoromethyl) pyridin-2-yl)methyl)carbamoyl)-6-azaspiro[2.5]octane-6-carboxylate